FC=1C=C(C=C(C1CN[C@@H]1C(NCC1)=O)OC)C=1C(=C(C=CC1)C1=C(C(=CC=C1)NC(=O)C=1C(N(C(NC1)=O)C)=O)C)C (S)-N-(3''-fluoro-5''-methoxy-2,2'-dimethyl-4''-(((2-oxopyrrolidin-3-yl)amino)methyl)-[1,1':3',1''-terphenyl]-3-yl)-3-methyl-2,4-dioxo-1,2,3,4-tetrahydropyrimidine-5-carboxamide